C(C)C1=CC=C(C=C1)C1=CC=C(C=C1)C(=O)NC(C(NC1CC2=CC=CC=C2CC1)=O)C 4'-ethyl-N-[1-methyl-2-oxo-2-(1,2,3,4-tetrahydronaphthalen-2-ylamino)ethyl]biphenyl-4-carboxamide